sodium (tert-butoxycarbonyl)-7-(3-phenylpropyl)-5,6,7,8-tetrahydro-1,6-naphthyridine-2-sulfonate C(C)(C)(C)OC(=O)C=1C(=NC=2CC(NCC2C1)CCCC1=CC=CC=C1)S(=O)(=O)[O-].[Na+]